BrC1=NN(C(=C1)Br)C1CC(CCC1)O 3-(3,5-dibromo-1H-pyrazol-1-yl)cyclohexanol